ClC=1C=C2C(=NC=NC2=C(C1C1=C(C=CC=C1)F)F)N1CCN(CC1)C(\C=C\CN(C)C)=O (E)-1-(4-(6-chloro-8-fluoro-7-(2-fluorophenyl)quinazolin-4-yl)piperazin-1-yl)-4-(dimethyl-amino)but-2-en-1-one